methyl (S)-pyrrolidine-3-carboxylate hydrochloride Cl.N1C[C@H](CC1)C(=O)OC